C(#N)C(C)(C)C1=CC(=NC=C1)C(=O)NC1=CC(=C(C=C1)C)C1=CC2=C(N=C(N=C2)NC=2C=NN(C2)C)N2C1=NCC2 4-(2-cyanopropan-2-yl)-N-(4-methyl-3-(2-((1-methyl-1H-pyrazol-4-yl)amino)-8,9-dihydroimidazo[1',2':1,6]pyrido[2,3-d]pyrimidin-6-yl)phenyl)picolinamide